3-(((8-cyano-2-(trifluoromethyl)quinolin-4-yl)amino)methyl)-3-(5-fluoropyridin-2-yl)azetidine-1-carboxamide C(#N)C=1C=CC=C2C(=CC(=NC12)C(F)(F)F)NCC1(CN(C1)C(=O)N)C1=NC=C(C=C1)F